COCCOCOC1=C(C=C2C=CC(OC2=C1)(C)C)C1COC2=CC(=CC=C2C1=O)NC 3-(7-((2-methoxyethoxy)methoxy)-2,2-dimethyl-2H-chromen-6-yl)-7-methylaminochroman-4-one